N,N-diethyl-4-aminobutyric acid C(C)N(CCCC(=O)O)CC